5-indan-5-yl-5,6-dihydro-4H-1,2,4-oxadiazine C1CCC2=CC(=CC=C12)C1NC=NOC1